(3-(1-(3-chlorobenzyl)-1H-1,2,3-triazol-4-yl)phenyl)-7-methoxy-6-(3-morpholinopropoxy)quinazolin-4-amine ClC=1C=C(CN2N=NC(=C2)C=2C=C(C=CC2)C2=NC3=CC(=C(C=C3C(=N2)N)OCCCN2CCOCC2)OC)C=CC1